N[C@@H]([C@@H](C)CC)C(=O)OC1=COCO1 dioxol-5-yl isoleucinate